F[P-](F)(F)(F)(F)F.F[P-](F)(F)(F)(F)F.[Ru+2].N1=C(C=NC=C1)C1=NC=CN=C1.N1=C(C=NC=C1)C1=NC=CN=C1.N1=C(C=NC=C1)C1=NC=CN=C1 tris(2,2'-bipyrazine) ruthenium (II) bis(hexafluorophosphate) salt